2-[6-[[1-(trifluoromethyl)cyclopropyl]amino]-2-azaspiro[3.3]heptane-2-carbonyl]-7-oxa-2,5-diazaspiro[3.4]octan-6-one FC(C1(CC1)NC1CC2(CN(C2)C(=O)N2CC3(C2)NC(OC3)=O)C1)(F)F